C(C)C1CCC=C1C=O 5-Ethyl-1-cyclopentene-1-carbaldehyde